CC1=CC(OC2=CC(=C(C=C12)NC1=NC=C2N(C(N(C2=N1)C1=CC=CC=C1)=O)C)C)=O 2-((4,7-dimethyl-2-oxo-2H-chromen-6-yl)amino)-7-methyl-9-phenyl-7,9-dihydro-8H-purine-8-On